1,3,4-benzenetricarboxylic acid C1(=CC(=C(C=C1)C(=O)O)C(=O)O)C(=O)O